N-[(7S)-4-fluorobicyclo[4.2.0]octa-1,3,5-trien-7-yl]-N'-hydroxy-4-{2-[(3S)-3-hydroxypyrrolidin-1-yl]-2-oxoethoxy}-1,2,5-oxadiazole-3-carboximidamide FC1=CC=C2C[C@@H](C2=C1)NC(=NO)C1=NON=C1OCC(=O)N1C[C@H](CC1)O